C(CCCCCCC\C=C\CCCCCCCC)NC(C(CCCCCC\C=C/C\C=C/CCCCC)CCCCCCCCCCCC\C=C/CCCCCCCC)=O N-elaidyl-erucyl-linoleamide